C(C)OC(=O)C=1C(NC(NC1C)=S)C1=CC(=C(C(=C1)OC)OC(\C=C\C1=CC(=NC=C1)Cl)=O)Br (E)-ethyl-4-(3-bromo-4-(3-(2-chloropyridin-4-yl)acryloyloxy)-5-methoxyphenyl)-6-methyl-2-thioxo-1,2,3,4-tetrahydropyrimidine-5-carboxylate